C(C)(C)(C)OC(=O)N1[C@H](CN(CC1)C=1C=NC2=NC(=CC=C2C1)O)C.NC[C@H](C)C=1C=C(C=CC1)NC=1C(=NC(=C(N1)C1CC1)CC)C(=O)N (R)-3-((3-(1-aminopropan-2-yl)phenyl)amino)-5-cyclopropyl-6-ethylpyrazine-2-carboxamide tert-butyl-(2S)-4-(7-hydroxy-1,8-naphthyridin-3-yl)-2-methylpiperazine-1-carboxylate